OCC(CC)=O alpha-Hydroxybutanon